(1S,9S)-1-((R)-2,3-Dihydroxypropyl)-9-ethyl-5-fluoro-9-hydroxy-4-methyl-1,2,3,9,12,15-hexahydro-10H,13H-benzo[de]pyrano[3',4':6,7]indolizino[1,2-b]quinoline-10,13-dione O[C@H](C[C@@H]1CCC=2C=3C1=C1C(=NC3C=C(C2C)F)C2=CC3=C(C(N2C1)=O)COC([C@]3(O)CC)=O)CO